(3S,4R)-4-((7-(1-(2,2-difluoroethyl)piperidin-4-yl)-5-fluoropyrrolo[2,1-f][1,2,4]triazin-2-yl)amino)tetrahydro-2H-pyran-3-ol FC(CN1CCC(CC1)C1=CC(=C2C=NC(=NN21)N[C@H]2[C@@H](COCC2)O)F)F